7-(1-(2-((2-(2,6-dioxopiperidin-3-yl)-1-oxoisoindoline-4-yl)thio)acetyl)piperidine-4-yl)-2-(4-phenoxyphenyl)-4,5,6,7-tetrahydropyrazolo[1,5-a]pyrimidine-3-carboxamide O=C1NC(CCC1N1C(C2=CC=CC(=C2C1)SCC(=O)N1CCC(CC1)C1CCNC=2N1N=C(C2C(=O)N)C2=CC=C(C=C2)OC2=CC=CC=C2)=O)=O